tert-butyl (4S)-4-{[benzyl(2-ethoxy-2-oxoethyl)amino]methyl}-2,2-dimethyl-1,3-oxazolidine-3-carboxylate C(C1=CC=CC=C1)N(CC(=O)OCC)C[C@@H]1N(C(OC1)(C)C)C(=O)OC(C)(C)C